4-((6-aminopurin-7-yl)methyl)phenylboronic acid hydrochloride Cl.NC1=C2N(C=NC2=NC=N1)CC1=CC=C(C=C1)B(O)O